NC1=CC(=C2C(CCC(CCCC(C3=NN=C(C1=N2)O3)(C(F)(F)F)O)=O)=O)C(F)(F)F 17-amino-6-hydroxy-6,15-bis(trifluoromethyl)-19-oxa-3,4,18-triazatricyclo[12.3.1.12,5]nonadeca-1(18),2,4,14,16-pentaene-10,13-dione